FC(C1=NN=C(S1)C1=NC=C2N1C=C(C=C2N2C[C@@H](OC[C@H]2CC)CO)S(=O)(=O)NC2(COC2)C)F |o1:18,21| rel-3-(5-(difluoromethyl)-1,3,4-thiadiazol-2-yl)-8-((2R,5R)-5-ethyl-2-(hydroxymethyl)morpholino)-N-(3-methyloxetan-3-yl)imidazo[1,5-a]pyridine-6-sulfonamide